methyl-4,5,6,7-tetrahydro-2H-indazol CN1N=C2CCCCC2=C1